2-[2-(difluoromethyl)-6-nitro-phenyl]triazole FC(C1=C(C(=CC=C1)[N+](=O)[O-])N1N=CC=N1)F